7-((2-(4-amino-4-methylpiperidin-1-yl)-1H-imidazo[4,5-b]pyrazin-5-yl)thio)-2,3-dihydro-1H-inden-1-one NC1(CCN(CC1)C1=NC=2C(=NC=C(N2)SC=2C=CC=C3CCC(C23)=O)N1)C